CC1=NC(=CC=C1N1CCN(CC1)CC=1C(=C2NC(C=3N(C2=CC1)N=C(C3)Cl)=O)F)C(NC)=O 7-((4-(2-methyl-6-(methylcarbamoyl)pyridin-3-yl)piperazin-1-yl)methyl)-6-fluoro-2-chloropyrazolo[1,5-a]quinoxalin-4(5H)-one